C(C)(C)(C)OC(N[C@H](C)C1=NC(=NC(=N1)NC1=CC=C(C=C1)Cl)N1CCOCC1)=O Tert-butyl-(R)-(1-(4-((4-chlorophenyl)amino)6-morpholino-1,3,5-triazin-2-yl)ethyl)carbamate